xanthenate C1=CC=CC=2OC3=CC=CC=C3C(C12)C(=O)[O-]